[Br-].C=CC1=CC=CC=C1.C=CC1=CC=CC=C1.C=CC1=CC=CC=C1 Tristyrene bromide